5-morpholinopyridine O1CCN(CC1)C=1C=CC=NC1